6-methyl-1H-benzo[d][1,2,3]triazole CC=1C=CC2=C(NN=N2)C1